2-[(3-methoxyphenyl)methyl]-6-(1,3-thiazol-4-yl)-2H-pyrazolo[3,4-d]pyrimidin-4-amine COC=1C=C(C=CC1)CN1N=C2N=C(N=C(C2=C1)N)C=1N=CSC1